o-aminophenylmethyldiethoxysilane NC1=C(C=CC=C1)C[SiH](OCC)OCC